COC([C@H](CC(C)C)NC([C@H](CC(C(F)F)(C)C)N)=O)=O (S)-2-((S)-2-amino-5,5-difluoro-4,4-dimethylpentanoylamino)-4-methylpentanoic acid methyl ester